2-(4-aminopentyl)-6-[5-(trifluoromethyl)-2-pyridyl]isoquinolin-1-one hydrochloride Cl.NC(CCCN1C(C2=CC=C(C=C2C=C1)C1=NC=C(C=C1)C(F)(F)F)=O)C